N-{1-[3-(trifluoromethyl)phenyl]cyclopropyl}-2-methyl-6-(tetrahydrofuran-3-yl)-7,8-dihydro-6H-pyrrolo[2,3-g]quinazolin-4-amine FC(C=1C=C(C=CC1)C1(CC1)NC1=NC(=NC2=CC3=C(C=C12)N(CC3)C3COCC3)C)(F)F